CC(C(=O)SCCO)(C)C S-2-hydroxyethyl 2,2-dimethylthiopropionate